N-(3-(4'-((1r,3r)-3-(benzyloxy)cyclobutoxy)-4,5,5',6'-tetrahydro-2H-spiro[furan-3,8'-pyrano[3,4-b]pyridin]-2'-yl)-1H-pyrrolo[2,3-c]pyridin-5-yl)acetamide C(C1=CC=CC=C1)OC1CC(C1)OC1=C2C(=NC(=C1)C1=CNC3=CN=C(C=C31)NC(C)=O)C3(OCC2)COCC3